C(#N)C=1C=C2C(=NC1)N(N=C2)C=2C=C1N(N=CC(=C1NC(C)C)C(=O)NC[C@H](C(C)(C)O)F)C2 (R)-6-(5-cyano-1H-pyrazolo[3,4-b]pyridin-1-yl)-N-(2-fluoro-3-hydroxy-3-methylbutyl)-4-(isopropylamino)pyrrolo[1,2-b]pyridazine-3-carboxamide